2-ethyl iodopropionate IC(C(=O)OCC)C